CCCCCCCC/C=C\\C/C=C\\CCCCC(=O)[O-] The molecule is an octadecadienoate obtained by deprotonation of the carboxy group of (6Z,9Z)-octadecadienoic acid; major species at pH 7.3. It is a conjugate base of a (6Z,9Z)-octadecadienoic acid.